ClC1=C(OC2=NC3=C(N2C[C@H]2OCC2)C=C(C=C3)C(=O)OC)C=CC(=C1)C1=NC(=CC=C1)OCC1=C(C=C(C=C1)Cl)F methyl (S)-2-(2-chloro-4-(6-((4-chloro-2-fluorobenzyl) oxy) pyridin-2-yl) phenoxy)-1-(oxetan-2-ylmethyl)-1H-benzo[d]imidazole-6-carboxylate